C(C)(C)(C)C1=CC(=C(C(=C1)C1=CC=CC=C1)N)C=1C=C2C=3C=CC=CC3N3C2=C(C1)C1=CC=CC=C13 5-(tert-butyl)-3-(indolo[3,2,1-jk]carbazol-2-yl)-[1,1'-biphenyl]-2-amine